6-bromo-5-fluoro-2-hydroxy-1,2-benzoxaborinine BrC=1C=CC2=C(C=CB(O2)O)C1F